C(C)C1=CN=C(NC1=O)C1=CC(CC1)N1C2CN(C(C1)CC2)C=2C=CC(=NC2F)C(=O)NC 5-(5-(3-(5-ethyl-6-oxo-1,6-dihydropyrimidin-2-yl)cyclopent-2-en-1-yl)-2,5-diazabicyclo[2.2.2]octan-2-yl)-6-fluoro-N-methylpicolinamide